7-[[5-(4-hydroxy-1-piperidyl)-2-pyridyl]amino]-4-(7-methylimidazo[1,2-a]pyridin-3-yl)-2,3-dihydropyrrolo[3,4-c]pyridin-1-one OC1CCN(CC1)C=1C=CC(=NC1)NC=1C2=C(C(=NC1)C1=CN=C3N1C=CC(=C3)C)CNC2=O